COC(C1=CC(=NC=C1C=1OC2=C(N1)C=C(C=C2)F)Cl)=O 2-chloro-5-(5-fluorobenzo[d]oxazol-2-yl)isonicotinic acid methyl ester